7-((4-(2-methyl-6-(methylcarbamoyl)pyridin-3-yl)piperazin-1-yl)methyl)-6-fluorofuro[3,2-c]quinolin-4(5H)-one CC1=NC(=CC=C1N1CCN(CC1)CC=1C=CC=2C3=C(C(NC2C1F)=O)C=CO3)C(NC)=O